4-(4-chloro-3-fluorophenyl)-2,6-dimethylpiperazine-1-carboxylate ClC1=C(C=C(C=C1)N1CC(N(C(C1)C)C(=O)[O-])C)F